potassium 4-morpholinonicotinic acid O1CCN(CC1)C1=CC=NC=C1C(=O)O.[K]